2-([1-(2-Chlorophenyl)-5-[3-(2-methylpropoxy)phenyl]-1H-pyrazol-3-yl]methoxy)-2-methylpropanoic acid ClC1=C(C=CC=C1)N1N=C(C=C1C1=CC(=CC=C1)OCC(C)C)COC(C(=O)O)(C)C